1-bromo-4-(4-vinylbenzyloxy)benzene BrC1=CC=C(C=C1)OCC1=CC=C(C=C1)C=C